O1C(=CC2=C1C=CC=C2)C=2C=C1C=CC(=CC1=CC2)NC2=CC=CC=C2.[C].[Rh] rhodium carbon 6-(1-benzofuran-2-yl)-N-phenylnaphthalen-2-amine